N-((3-chloropyrazin-2-yl)methyl)-2-hydroxy-2-methylpropanamide ClC=1C(=NC=CN1)CNC(C(C)(C)O)=O